3-{8-[(3S)-3-aminopyrrolidin-1-yl]-1,5-naphthyridin-2-yl}-N-benzylbenzene-1-sulfonamide hydrochloride Cl.N[C@@H]1CN(CC1)C=1C=CN=C2C=CC(=NC12)C=1C=C(C=CC1)S(=O)(=O)NCC1=CC=CC=C1